C(CCCC)[O] n-amyl-oxygen